1-(2-chloro-7-methylthieno[3,2-d]pyrimidin-4-yl)piperidin-4-amine ClC=1N=C(C2=C(N1)C(=CS2)C)N2CCC(CC2)N